N=1OC=C2C1C=1N(CCC2)N=C2C1CN(CC2)C(=O)OC(C)(C)C tert-butyl 5,6,9,10-tetrahydro-4H-isoxazolo[3,4-c]pyrido[4',3':3,4]pyrazolo[1,5-a]azepine-11(12H)-carboxylate